NC(CCNCCC(C)N)CC N-(3-aminopentyl)-1,3-diaminobutane